4-fluorobicyclo[2.2.2]octan-1-amine hydrochloride Cl.FC12CCC(CC1)(CC2)N